S1C(=NC2=C1C=CC=C2)C=2C(OC1=CC(=CC=C1C2C2=C(C(=O)N(CCCS(=O)(=O)[O-])CCCC(=O)O[N+](CC)(CC)CC)C=CC=C2)N(CC)CC)=O Triethylammonio 4-(2-(3-(benzothiazol-2-yl)-7-(diethylamino)-2-oxo-2H-chromen-4-yl)-N-(3-sulfonatopropyl)benzamido)butanoate